dioctadecyl Diphosphite O(P(OCCCCCCCCCCCCCCCCCC)OP([O-])[O-])CCCCCCCCCCCCCCCCCC